4-(4-amino-3-(3-fluoro-4-((4-methylpyrimidin-2-yl)oxy)phenyl)-7-(1-methyl-1H-pyrazol-4-yl)thieno[3,2-c]pyridin-2-yl)-3-methylbut-2-enamide NC1=NC=C(C2=C1C(=C(S2)CC(=CC(=O)N)C)C2=CC(=C(C=C2)OC2=NC=CC(=N2)C)F)C=2C=NN(C2)C